O=C1NC(CCC1N1C(N(C2=C1C=CC(=C2)C2CN(CCC2F)C(=O)OC(C)(C)C)C)=O)=O tert-butyl 3-[1-(2,6-dioxo-3-piperidyl)-3-methyl-2-oxo-benzimidazol-5-yl]-4-fluoro-piperidine-1-carboxylate